bis(p-methylphenyl) carbonate C(OC1=CC=C(C=C1)C)(OC1=CC=C(C=C1)C)=O